2-(4-Hydroxyphenyl)naphthalic anhydride C1=CC2=C3C(=C1)C(=O)OC(=O)C3=C(C=C2)C4=CC=C(C=C4)O